tert-butyl N-[(1R)-4-[7-fluoro-1-oxo-6-[5-(trifluoromethyl)pyrimidin-2-yl]-2-isoquinolyl]-1-(methoxymethyl)butyl]carbamate FC1=C(C=C2C=CN(C(C2=C1)=O)CCC[C@H](COC)NC(OC(C)(C)C)=O)C1=NC=C(C=N1)C(F)(F)F